CC1=CC=C(C=C1)C(CC(=O)C1=CC=C(C=C1)C(C)(C)C)=O 1-(4-methylphenyl)-3-(4-tert-butylphenyl)propane-1,3-dione